(R)-5-(5-(5-chloro-2-methoxypyridin-4-yl)-1H-pyrazole-3-carbonyl)-N-(3-chlorobenzyl)-5-azaspiro[3.5]Nonane-8-carboxamide ClC=1C(=CC(=NC1)OC)C1=CC(=NN1)C(=O)N1C2(CCC2)C[C@@H](CC1)C(=O)NCC1=CC(=CC=C1)Cl